3-((2S,4R)-1-(tert-Butoxycarbonyl)-4-fluoropyrrolidin-2-yl)-1-methyl-1H-pyrazole-5-carboxylic acid ethyl ester C(C)OC(=O)C1=CC(=NN1C)[C@H]1N(C[C@@H](C1)F)C(=O)OC(C)(C)C